CS(=O)(=O)O.CS(=O)(=O)O.CNCCC1=NC=CC=C1 N-Methyl-2-PYRIDINEETHYLAMINE DIMETHANESULPHONATE